C(C)(C)(C)OC(=O)C1(C(C2=CC=C(C=C2C1)OC)=O)C 5-methoxy-2-methyl-1-oxo-2,3-dihydro-1H-indene-2-carboxylic acid tert-butyl ester